N1(N=CN=C1)C1=NC=CC(=C1)C=O [2-(1H-1,2,4-triazol-1-yl)-4-pyridinyl]methanone